cyclopropane-1,1-dicarboxylic acid (4-benzyloxy-3-fluoro-phenyl)-amide (4-fluoro-phenyl)-amide FC1=CC=C(C=C1)NC(=O)C1(CC1)C(=O)NC1=CC(=C(C=C1)OCC1=CC=CC=C1)F